(E)-5-hexadecen-1-ol C(CCC\C=C\CCCCCCCCCC)O